4-[7-(1-Cyano-1-methyl-ethyl)imidazo[1,2-a]pyridin-3-yl]-2-(difluoromethoxy)-6-methoxy-N-tetrahydrofuran-3-yl-benzamide C(#N)C(C)(C)C1=CC=2N(C=C1)C(=CN2)C2=CC(=C(C(=O)NC1COCC1)C(=C2)OC)OC(F)F